C1(=CC=CC=C1)C1=CC=CC2=C(C3=CC=CC(=C3C=C12)C1=CC=CC=C1)C1=CC2=C(OC3=C2C=C(C=C3)C3=CC=CC=C3)C=C1 2-(4,5-diphenylanthracen-9-yl)-8-phenyldibenzo[b,d]Furan